6-(2-(cyclopropanecarboxamido)benzo[d]thiazol-6-yl)-2-methyl-N-phenylquinazolin-4-carboxamide C1(CC1)C(=O)NC=1SC2=C(N1)C=CC(=C2)C=2C=C1C(=NC(=NC1=CC2)C)C(=O)NC2=CC=CC=C2